(6-(oxetan-3-yl)-4,5,6,7-tetrahydro-1H-pyrazolo[3,4-c]pyridin-3-yl)(4-(2-(trifluoromethyl)phenyl)piperidin-1-yl)methanone O1CC(C1)N1CC2=C(CC1)C(=NN2)C(=O)N2CCC(CC2)C2=C(C=CC=C2)C(F)(F)F